N-Boc-piperidine-4-boronic acid pinacol ester C(=O)(OC(C)(C)C)N1CCC(CC1)B1OC(C)(C)C(C)(C)O1